2-(tetrahydro-2H-pyran-4-yl)ethan-1-ol chromium (3+) pyridine-2-carboxylate N1=C(C=CC=C1)C(=O)[O-].[Cr+3].O1CCC(CC1)CCO.N1=C(C=CC=C1)C(=O)[O-].N1=C(C=CC=C1)C(=O)[O-]